N-sulfo-α-D-glucosamine S(=O)(=O)(O)N[C@H]1[C@@H](O)O[C@@H]([C@H]([C@@H]1O)O)CO